6-octadienyltriethoxysilane C=CC=CCC(CC)[Si](OCC)(OCC)OCC